3'-{N'-[1-(3,4-Dimethylphenyl)-3-methyl-5-oxo-1,5-dihydropyrazol-4-yliden]hydrazino}-2'-hydroxybiphenyl CC=1C=C(C=CC1C)N1N=C(C(C1=O)=NNC=1C(=C(C=CC1)C1=CC=CC=C1)O)C